BrC=1C(=C(C=CC1)NC(=O)C=1N=CC=2CN(CCC2C1)C(C)C)Cl N-(3-bromo-2-chlorophenyl)-7-isopropyl-5,6,7,8-tetrahydro-2,7-naphthyridine-3-carboxamide